2-(((tert-butyldimethylsilyl)oxy)methyl)-4-cyclopropylindoline-1-carboxylate [Si](C)(C)(C(C)(C)C)OCC1N(C2=CC=CC(=C2C1)C1CC1)C(=O)[O-]